tert-butyl (3S,4S)-3-[[6-(6-chloropyrazolo[1,5-a]pyrimidin-3-yl)-2-pyridyl]amino]-4-fluoro-pyrrolidine-1-carboxylate ClC=1C=NC=2N(C1)N=CC2C2=CC=CC(=N2)N[C@H]2CN(C[C@@H]2F)C(=O)OC(C)(C)C